C(/C)=C/1\C[C@H]2[C@@H]3CCC(O[C@H]3[C@@H]1C2)=O |r| (1RS,2RS,7SR,8SR,10Z)-10-ethylidene-3-oxatricyclo[6.2.1.02,7]undecan-4-one